(E)-3-(3-bromo-4-fluorophenyl)-N'-((E)-3-(3-bromo-4-fluorophenyl)acryloyl)acrylohydrazide BrC=1C=C(C=CC1F)/C=C/C(=O)NNC(\C=C\C1=CC(=C(C=C1)F)Br)=O